COC1=C(C=C(C=C1)C1=CC(=CC=C1)C(=O)N(C)C)S(NC1=CC(=CC=C1)N1C(N(CCC1)C1=CC=C(C=C1)CCC)=O)(=O)=O 4'-methoxy-N,N-dimethyl-3'-(N-(3-(2-oxo-3-(4-propylphenyl)tetrahydropyrimidin-1(2H)-yl)phenyl)sulfamoyl)-[1,1'-biphenyl]-3-carboxamide